BrC1=NN(C(=C1C#N)Br)[C@H]1C[C@H](N(C1)C(=O)OC(C)(C)C)C Tert-butyl (2R,4S)-4-(3,5-dibromo-4-cyanopyrazol-1-yl)-2-methylpyrrolidine-1-carboxylate